FC=1C=C2C(=CNC2=CC1F)CCN(C1CCC1)C N-(2-(5,6-difluoro-1H-indol-3-yl)ethyl)-N-methylcyclobutaneamine